tert-butyl 2-(diethoxyphosphoryl)-4-oxo-4-(((S)-1-(5-(trifluoromethyl)pyridin-2-yl)ethyl)amino)butanoate C(C)OP(=O)(OCC)C(C(=O)OC(C)(C)C)CC(N[C@@H](C)C1=NC=C(C=C1)C(F)(F)F)=O